2-amino-3-methyl-1,1-diphenylbutane NC(C(C1=CC=CC=C1)C1=CC=CC=C1)C(C)C